ethyl (R)-6-(2-((2-(4-(difluoromethoxy) phenyl)-5-methyl-1H-imidazol-1-yl) methyl) phenoxy)-3-methylhexanoate FC(OC1=CC=C(C=C1)C=1N(C(=CN1)C)CC1=C(OCCC[C@H](CC(=O)OCC)C)C=CC=C1)F